COC=1C(=NC=C(C1)OC)NCC1=CC(=C(C(=C1)O)N1CC(NS1(=O)=O)=O)F 5-[4-[[(3,5-dimethoxy-2-pyridyl)amino]methyl]-2-fluoro-6-hydroxy-phenyl]-1,1-dioxo-1,2,5-thiadiazolidin-3-one